(4R)-4-[3-Oxo-3-[3-[4-(2,2,2-trifluoro-1,1-dimethyl-ethoxy)phenyl]azetidin-1-yl]propyl]oxazolidin-2-one O=C(CC[C@H]1NC(OC1)=O)N1CC(C1)C1=CC=C(C=C1)OC(C(F)(F)F)(C)C